COC=1C=C(C=CC1NCC#C)S(=O)(=O)NC 3-methoxy-N-methyl-4-(prop-2-yn-1-ylamino)benzenesulfonamide